COC([C@H](C1CC1)N(C)C(=O)OC(C)(C)C)=O (2S)-2-[tert-butoxycarbonyl-(methyl)amino]-2-cyclopropyl-acetic acid methyl ester